FC=1C2=C(C(=NC1N1CC(C1)NC(C=C)=O)NC=1C=NN(C1)C)C(NC2)=O N-(1-(7-fluoro-4-(1-methyl-1H-pyrazol-4-ylamino)-3-oxo-2,3-dihydro-1H-pyrrolo[3,4-c]pyridin-6-yl)azetidin-3-yl)acrylamide